5-(2-methylimidazo[1,2-b]pyridazin-6-yl)-N-(trans-4-morpholinocyclohexyl)-7H-pyrrolo[2,3-d]pyrimidin-4-amine CC=1N=C2N(N=C(C=C2)C2=CNC=3N=CN=C(C32)N[C@@H]3CC[C@H](CC3)N3CCOCC3)C1